6-(2,6-difluoro-4-(7-methoxy-1-methyl-1H-pyrazolo[3,4-c]pyridin-4-yl)benzyl)-6,7-dihydro-5H-pyrrolo[3,4-b]pyridin-5-one-7,7-d2 FC1=C(CN2C(C3=NC=CC=C3C2=O)([2H])[2H])C(=CC(=C1)C1=C2C(=C(N=C1)OC)N(N=C2)C)F